3-(8-(1,3-dioxolan-2-yl)octyl)docosa-13,16-dien-1-ol O1C(OCC1)CCCCCCCCC(CCO)CCCCCCCCCC=CCC=CCCCCC